ClC1=CC(=C(COC2=CC=CC(=N2)C2[C@H]3CNC[C@@H]23)C=C1)F (1R,5S,6r)-6-(6-((4-chloro-2-fluorobenzyl)oxy)pyridin-2-yl)-3-azabicyclo[3.1.0]hexane